Phenyl[(biphenylyl)(dimethylfluorenyl)triazinyl]dibenzofuran C1(=CC=CC=C1)C1=C(C2=C(OC3=C2C=CC=C3)C=C1)C1=NN=NC(=C1C1=C(C(=CC=3C2=CC=CC=C2CC13)C)C)C1=C(C=CC=C1)C1=CC=CC=C1